ClC1=CC=C(C(=O)NNC(=O)[C@@H]2CC[C@H](CC2)C(=O)OC)C=C1 trans-methyl 4-(2-(4-chlorobenzoyl)hydrazine-1-carbonyl)cyclohexane-1-carboxylate